7-((1H-imidazol-1-yl)methyl)-2-(6-ethoxy-7-methoxyquinazolin-4-yl)-5-(1-methyl-3-(trifluoromethyl)-1H-pyrazol-4-yl)-3,4-dihydroisoquinolin-1(2H)-one N1(C=NC=C1)CC1=CC(=C2CCN(C(C2=C1)=O)C1=NC=NC2=CC(=C(C=C12)OCC)OC)C=1C(=NN(C1)C)C(F)(F)F